4'-hydroxy-5-methoxy-2'-methyl-[1,1'-biphenyl]-3-carbaldehyde OC1=CC(=C(C=C1)C1=CC(=CC(=C1)OC)C=O)C